3-amino-N-(1-methylcyclopropyl)-8-(2-oxa-7-azaspiro[3.5]nonan-7-yl)isoquinoline-6-sulfonamide NC=1N=CC2=C(C=C(C=C2C1)S(=O)(=O)NC1(CC1)C)N1CCC2(COC2)CC1